N1=C(C=CC=C1)C(C(=O)N)(C)OC1=CC=CC=C1 pyridyl-phenoxypropionamide